(2,3-dihydrobenzofuran-7-yl)(1-trityl-1H-imidazol-4-yl)methanone O1CCC2=C1C(=CC=C2)C(=O)C=2N=CN(C2)C(C2=CC=CC=C2)(C2=CC=CC=C2)C2=CC=CC=C2